4-bromo-tetrahydropyran BrC1CCOCC1